Germanium(IV) bromide [Ge](Br)(Br)(Br)Br